(S)-4-undecylazetidin-2-one C(CCCCCCCCCC)[C@H]1CC(N1)=O